COC1=C(C=NC=C1)C=1C=C2C(=C(N1)C)NN=C2 5-(4-methoxypyridin-3-yl)-7-methyl-1H-pyrazolo[3,4-c]pyridine